3-bromo-1,1':3,1''-terphenyl BrC1(CC(=CC=C1)C1=CC=CC=C1)C1=CC=CC=C1